ON=C(C1=NC=C(C=C1)NC1=CC(=NO1)C1=CC=C(C=C1)C(F)(F)F)N N'-hydroxy-5-((3-(4-(trifluoromethyl)phenyl)isoxazol-5-yl)amino)picolinimidamide